10-(2,5-dicarboxyphenyl)-9,10-dihydro-9-oxa-10-phosphaphenanthrene-10-oxide C(=O)(O)C1=C(C=C(C=C1)C(=O)O)P1(OC2=CC=CC=C2C=2C=CC=CC12)=O